[Cl-].C1(CC1)C=1C=C(OCCCCC2=CC3=C(N=C(O3)NC[C@@H]3C[NH2+]CC3)C=C2)C=CC1 (R)-3-(((6-(4-(3-cyclopropylphenoxy)butyl)benzo[d]oxazol-2-yl)amino)methyl)pyrrolidin-1-ium chloride